CN(CCN(C1=C(C=C(C=C1)NC1=NC=C(C(=N1)C1=CNC2=C(C=CC=C12)F)F)NC(C)=O)C)C N-(2-((2-(dimethylamino)ethyl)(methyl)amino)-5-((5-fluoro-4-(7-fluoro-1H-indol-3-yl)pyrimidin-2-yl)amino)phenyl)acetamide